(S)-2-(4-(3-(6-methylpyridin-3-yl)isoxazolidin-2-carbonyl)piperidin-1-yl)pyrimidine-4-carbonitrile CC1=CC=C(C=N1)[C@H]1N(OCC1)C(=O)C1CCN(CC1)C1=NC=CC(=N1)C#N